(2S,5R)-N-{[(2R,4R)-4-(Thiomorpholin-1-ylmethyl)-pyrrolidin-2-yl]methyloxy}-7-oxo-6-(sulfooxy)-1,6-diazabicyclo[3.2.1]octane-2-carboxamide N1CCS(CC1)C[C@@H]1C[C@@H](NC1)CONC(=O)[C@H]1N2C(N([C@H](CC1)C2)OS(=O)(=O)O)=O